CN1C=C(C[C@@H](N)C(=O)OCCN(C)C)C2=CC=CC=C12 2-(dimethylamino)ethyl 1-methyl-D-tryptophanate